vanadium-titanium iron [Fe].[Ti].[V]